ClC1=CC(=C(C=C1)/C(/C#N)=C/C1=C(C=C(C=C1)Cl)Cl)F (Z)-2-(4-chloro-2-fluorophenyl)-3-(2,4-dichlorophenyl)acrylonitrile